(Z)-3-(6-bromopyridin-2-yl)-2-(trifluoromethyl)acrylic acid BrC1=CC=CC(=N1)\C=C(\C(=O)O)/C(F)(F)F